CN1C=NC=C1C1=NC(=NC=C1)C(=O)NC1CCC(CC1)OC(F)(F)F 4-(1-methyl-1H-imidazol-5-yl)-N-((1r,4r)-4-(trifluoromethoxy)cyclohexyl)pyrimidine-2-carboxamide